BrC1=CC=C(C=N1)C1CC2(CC(C2)(F)F)CCN1 6-(6-bromopyridin-3-yl)-2,2-difluoro-7-azaspiro[3.5]nonane